N[C@H](C(=O)NC)CCCC1=CC=CC=C1 (S)-2-amino-N-methyl-5-phenylpentanamide